FC(S(=O)(=O)OC1=CC(=CC=C1)C(C)(C)C1=CC=C2C(CC(N(C2=C1)CC)(C)C)C)(F)F 3-(2-(1-Ethyl-2,2,4-trimethyl-1,2,3,4-tetrahydroquinolin-7-yl)propan-2-yl)phenyl trifluoromethanesulfonate